(2-Fluoro-4-((1-(quinolin-6-ylmethyl)-1H-[1,2,3]triazolo[4,5-b]pyrazin-6-yl)amino)phenyl)dimethylphosphine Oxide FC1=C(C=CC(=C1)NC1=CN=C2C(=N1)N(N=N2)CC=2C=C1C=CC=NC1=CC2)P(C)(C)=O